1-(thiophene-2-yl)-1-ethanol S1C(=CC=C1)C(C)O